N-(4-(6-(3-(2-oxa-6-azaspiro[3.3]heptane-6-yl)propoxy)-7-methoxyquinazolin-4-yl)phenyl)-2-(4-(trifluoromethyl)phenyl)acetamide C1OCC12CN(C2)CCCOC=2C=C1C(=NC=NC1=CC2OC)C2=CC=C(C=C2)NC(CC2=CC=C(C=C2)C(F)(F)F)=O